C(CCCCCCCCCCCCCCC(C)C)(=O)OCCCCCCCCCCCC\C=C/CCCCCCCC erucyl isostearate